C1(CCCCC1)C=1C=CC(=NC1)CNC=1C(=C2COC(C2=CC1)=O)F 5-(((5-cyclohexylpyridin-2-yl)methyl)amino)-4-fluoroisobenzofuran-1(3H)-one